CN(C)CC1=C2C3(CN(C(C2=CC(=C1)CN1C(=NC=C1)NC)=O)[C@H](C)C1=NC=C(C(=C1)OCC)F)CC3 (R)-5'-((dimethylamino)methyl)-2'-(1-(4-ethoxy-5-fluoropyridin-2-yl)ethyl)-7'-((2-(methylamino)-1H-imidazol-1-yl)methyl)-2',3'-dihydro-1'H-spiro[cyclopropan-1,4'-isoquinolin]-1'-one